C1(CCCCC1)COC1=C(C(=O)N2CC3=CC=CC(=C3C2)NC(C=C)=O)C(=CC(=C1C)O)O N-(2-(2-(cyclohexylmethoxy)-4,6-dihydroxy-3-methylbenzoyl)isoindolin-4-yl)acrylamide